COC=1C=C(C=CC1)C=1C=C2C=3C=CC(=CC3NC2=CC1)C(C(=O)O)C 2-(6-(3-Methoxyphenyl)-9H-carbazol-2-yl)propanoic acid